2-((6-bromobenzo[d]thiazol-2-yl)amino)acetaldehyde BrC1=CC2=C(N=C(S2)NCC=O)C=C1